1-(2-fluoro-4-(2-(methylsulfonyl)ethoxy)phenyl)piperazine FC1=C(C=CC(=C1)OCCS(=O)(=O)C)N1CCNCC1